CC1=CCC(CC1)C(=C)C 1-methyl-4-prop-1-en-2-ylcyclohexene